CC(=C)C(=O)OCC(CO)O 2,4-dihydroxypropyl methacrylate